C(#N)C1=CC(=C(COC2=C(C=C(C(=N2)N2CCC3(CC3C3=NC4=C(N3C[C@H]3OCC3)C=C(C=C4)C(=O)OC)CC2)F)F)C=C1)F methyl 2-(6-{6-[(4-cyano-2-fluorobenzyl) oxy]-3,5-difluoropyridin-2-yl}-6-azaspiro[2.5]oct-1-yl)-1-[(2S)-oxetan-2-ylmethyl]-1H-benzimidazole-6-carboxylate